tert-butyl 4-((1-(2,6-dimethoxy-4-(5-methyl-6-oxo-1-propyl-1,6-dihydropyridin-3-yl)phenethyl)piperidin-4-yl)oxy)piperidine-1-carboxylate COC1=C(CCN2CCC(CC2)OC2CCN(CC2)C(=O)OC(C)(C)C)C(=CC(=C1)C1=CN(C(C(=C1)C)=O)CCC)OC